ClC1=CC(=C(O[C@H](C(=O)O)C)C=C1)C1CC1 (2S)-2-(4-chloro-2-cyclopropylphenoxy)propionic acid